N-(3-(3-(6-bromo-7-(((S)-1-(ethyl-sulfonyl)pyrrolidine-3-yl)amino)-1H-imidazo[4,5-b]pyridine-2-yl)-2,5-dimethyl-1H-pyrrol-1-yl)-2-methylphenyl)-2-(dimethylamino)acetamide BrC=1C(=C2C(=NC1)N=C(N2)C2=C(N(C(=C2)C)C=2C(=C(C=CC2)NC(CN(C)C)=O)C)C)N[C@@H]2CN(CC2)S(=O)(=O)CC